4-(3-amino-5-(2-(oxetan-3-ylamino)pyridin-4-yl)-1H-indazol-7-yl)phenol NC1=NNC2=C(C=C(C=C12)C1=CC(=NC=C1)NC1COC1)C1=CC=C(C=C1)O